OC(COC=1C=CC=C2CC(COC12)O)CNC(C)C 8-[2-hydroxy-3-(isopropylamino)propoxy]-3-chromanol